tert-Butyl 2-(4-fluoro-2-isopropyl-6-methoxyphenyl)acetate FC1=CC(=C(C(=C1)OC)CC(=O)OC(C)(C)C)C(C)C